CC(=CCC/C(=C/C(OC)OC)/C)C The molecule is a monoterpenoid that is the acetal obtained by formal condensation of citral with methanol. It is an acetal, an olefinic compound and a monoterpenoid. It derives from a citral.